1-Methyl-4-[[(2R)-1-methylpyrrolidin-2-yl]methyl-sulfamoyl-amino]pyrazole trifluoroacetate FC(C(=O)O)(F)F.CN1N=CC(=C1)N(S(N)(=O)=O)C[C@@H]1N(CCC1)C